β-ketohexanoyl-CoA O=C(C(=O)SCCNC(CCNC([C@@H](C(COP(OP(OC[C@@H]1[C@H]([C@H]([C@@H](O1)N1C=NC=2C(N)=NC=NC12)O)OP(=O)(O)O)(=O)O)(=O)O)(C)C)O)=O)=O)CCCC